CN(C)[Ti](N(C)C)(N(C)C)N(C)C.[Ti] titanium tetra(dimethylamino)titanium